(R)-2-(tert-butyl)-N-(2-fluoro-4-methyl-5-(7-methyl-2-(methylamino)pyrido[2,3-d]pyrimidin-6-yl)phenyl)morpholine-4-carboxamide C(C)(C)(C)[C@@H]1CN(CCO1)C(=O)NC1=C(C=C(C(=C1)C1=CC2=C(N=C(N=C2)NC)N=C1C)C)F